(1S,3s)-3-((5-(isoquinolin-6-yl)thiazol-2-yl)amino)cyclobutane-1-carboxylic acid C1=NC=CC2=CC(=CC=C12)C1=CN=C(S1)NC1CC(C1)C(=O)O